FC1=CC(=C(OC=2C=C(C=C(C2)C)C=2C3=C(C(N(C2)C)=O)C=C(S3)C(=O)NC3CCC(CC3)C(=O)O)C(=C1)C)C (1r,4r)-4-(7-(3-(4-fluoro-2,6-dimethylphenoxy)-5-methylphenyl)-5-methyl-4-oxo-4,5-dihydrothieno[3,2-c]pyridine-2-carboxamido)cyclohexanecarboxylic acid